C1=CC=CC=2C3=CC=CC=C3C(C12)COC(=O)N[C@H](C(=O)O)CC1=CC=C(C=C1)C=1C(=NC=CC1)OC (S)-2-((((9H-fluoren-9-yl)methoxy)carbonyl)amino)-3-(4-(2-methoxypyridin-3-yl)phenyl)propanoic acid